C(#N)[C@H](C[C@H]1C(NCCC1)=O)NC([C@H](CC(C)C)NC(=O)C=1NC2=CC=C3C(=C2C1)OCC3)=O N-[(2S)-1-({(1S)-1-cyano-2-[(3S)-2-oxopiperidin-3-yl]ethyl}amino)-4-methyl-1-oxopentan-2-yl]-3,6-dihydro-2H-furo[2,3-e]indole-7-carboxamide